tert-butyl (R)-3-(5-phenylpicolinamido)pyrrolidine-1-carboxylate C1(=CC=CC=C1)C=1C=CC(=NC1)C(=O)N[C@H]1CN(CC1)C(=O)OC(C)(C)C